5-((4,4-difluorocyclohexyl)oxy)-N-((3R,4S)-3-methyl-1-(methylsulfonyl)piperidin-4-yl)-6-(1H-pyrazol-4-yl)-[1,2,4]triazolo[1,5-a]pyrazin-2-amine FC1(CCC(CC1)OC1=C(N=CC=2N1N=C(N2)N[C@@H]2[C@@H](CN(CC2)S(=O)(=O)C)C)C=2C=NNC2)F